C(CCCCCCC)NC(=O)CC1(CC(CC(C1)(C)C)NC([O-])=O)C 3-(octylcarbamoylmethyl)-3,5,5-trimethylcyclohexylcarbamate